7'-fluoro-3',4'-dihydro-2'H-spiro[cyclohexane-1,1'-naphthalene]-3-one FC1=CC=C2CCCC3(C2=C1)CC(CCC3)=O